NC1=C2N=CN(C2=NC=N1)C(C)C=1OC2=CC=CC=C2C(C1C1=CC(=CC=C1)F)=O 2-(1-(6-Amino-9H-purin-9-yl)ethyl)-3-(3-fluorophenyl)-4H-chromen-4-one